N-{1-[(3R)-8-{4-[(3R)-2,6-DIOXOPIPERIDIN-3-YL]PHENYL}-1-OXA-8-AZASPIRO[4.5]DECAN-3-YL]PIPERIDIN-4-YL}-1-[6-(2-HYDROXYPHENYL)PYRIDAZIN-4-YL]-N-METHYL-4-PHENYLPIPERIDINE-4-CARBOXAMIDE O=C1NC(CC[C@@H]1C1=CC=C(C=C1)N1CCC2(C[C@H](CO2)N2CCC(CC2)N(C(=O)C2(CCN(CC2)C2=CN=NC(=C2)C2=C(C=CC=C2)O)C2=CC=CC=C2)C)CC1)=O